(2R,3R,4R,5R)-5-(2,6-dichloro-9H-purin-9-yl)-3-ethynyl-2-(hydroxymethyl)tetrahydrofuran-3,4-diyl diacetate C(C)(=O)O[C@@]1([C@H](O[C@H]([C@@H]1OC(C)=O)N1C2=NC(=NC(=C2N=C1)Cl)Cl)CO)C#C